P(O)(O)(=S)OC[C@@H]1[C@H]([C@H]([C@@H](O1)N1C=NC=2C(=O)NC(N)=NC12)OC)O 2'-O-methyl-guanosine phosphorothioate